1-chlorododecyl isopropyl carbonate C(OC(CCCCCCCCCCC)Cl)(OC(C)C)=O